1,1-difluoro-1-iodo-2-(naphthalen-2-yl)pent-4-en-2-ol FC(C(CC=C)(O)C1=CC2=CC=CC=C2C=C1)(I)F